4-((2S,5R)-4-((R)-(4-fluorophenyl)(5-(trifluoromethoxy)pyridin-2-yl)methyl)-2,5-dimethylpiperazin-1-yl)-1-(((S)-tetrahydrofuran-2-yl)methyl)-1H-[1,2,4]triazolo[3,4-b]purine FC1=CC=C(C=C1)[C@@H](N1C[C@@H](N(C[C@H]1C)C=1C=2N=CN(C2N2C(N1)=NN=C2)C[C@H]2OCCC2)C)C2=NC=C(C=C2)OC(F)(F)F